3-(2-(dimethylamino) ethyl)-1H-indol-7-yl butyrate C(CCC)(=O)OC=1C=CC=C2C(=CNC12)CCN(C)C